C(C)(C)(C)C1=NNC=C1 Tert-butyl-pyrazole